1-(6-butyl-4-phenylquinolin-2-yl)piperidine-3-carboxylic acid C(CCC)C=1C=C2C(=CC(=NC2=CC1)N1CC(CCC1)C(=O)O)C1=CC=CC=C1